2-(1-Cyclopropyl-3-methyl-4-oxo-1,4-dihydro-5H-pyrazolo[3,4-d]pyridazin-5-yl)-N-(1-(2,3-dihydrobenzo[b][1,4]dioxin-6-yl)ethyl)acetamid C1(CC1)N1N=C(C2=C1C=NN(C2=O)CC(=O)NC(C)C2=CC1=C(OCCO1)C=C2)C